tert-butyl (tert-butoxycarbonyl)(4-(((1s,4s)-4-(((tert-butoxycarbonyl)amino)methyl)cyclohexyl) (2-(2,6-dioxopiperidin-3-yl)-1-oxoisoindolin-4-yl)amino)butyl)carbamate C(C)(C)(C)OC(=O)N(C(OC(C)(C)C)=O)CCCCN(C1=C2CN(C(C2=CC=C1)=O)C1C(NC(CC1)=O)=O)C1CCC(CC1)CNC(=O)OC(C)(C)C